6-Chloro-7-methoxy-2-methyl-3-(4'-(trifluoromethoxy)-[1,1'-biphenyl]-4-yl)quinolin-4(1H)-one ClC=1C=C2C(C(=C(NC2=CC1OC)C)C1=CC=C(C=C1)C1=CC=C(C=C1)OC(F)(F)F)=O